N-(1,3-dimethoxypropane-2-yl)azetidine-3-carboxamide hydrochloride Cl.COCC(COC)NC(=O)C1CNC1